[O-]P([O-])(=O)OP(=O)([O-])[O-] R-diphosphate